CC1=NC=NC=C1C(=O)NCC=1C=C2C=C(N(C2=CC1)C)C1=C(C=CC=C1)C 4-methyl-N-[[1-methyl-2-(o-tolyl)indol-5-yl]methyl]pyrimidine-5-carboxamide